[NH4+].C(C)C(COP(=O)(OCC(CCCC)CC)OCC[N+](C)(C)C)CCCC bis(2-ethylhexyl)phosphocholine ammonium salt